ClC1=CC(=C2C(=N1)NC=C2)N2CC1=C(N=CN=C1C1C3CN(CC13)S(=O)(=O)C)C[C@H]2C 6-[(7R)-6-{6-chloro-1H-pyrrolo[2,3-b]pyridin-4-yl}-7-methyl-5H,6H,7H,8H-pyrido[4,3-d]pyrimidin-4-yl]-3-(methanesulfonyl)-3-azabicyclo[3.1.0]hexane